NC=1C(=C(C=C2C=C(N=CC12)NC(O[C@@H]1CN(C(C1)=O)C)=O)C1=C(C2=C(OCCN2)N=C1)CC)F (S)-1-Methyl-5-oxopyrrolidin-3-yl (8-amino-6-(8-ethyl-2,3-dihydro-1H-pyrido[2,3-b][1,4]oxazin-7-yl)-7-fluoroisoquinolin-3-yl)carbamate